CN(C)CC1CCC(CC1)[N+]1=NOC(=C1)[N-]C(NC1=CC(=CC(=C1)C(F)(F)F)NC(C(C)C1=CC=CC=C1)=O)=O (3-((1R,4R)-4-((Dimethylamino)methyl)-cyclohexyl)-1,2,3-oxadiazol-3-ium-5-yl)((3-(2-phenylpropanamido)-5-(trifluoromethyl)phenyl)-carbamoyl)amide